N1=CC=CC=2C=C3CCCN3C21 7,8-dihydro-6H-pyrido[3,2-b]pyrrolizine